FC(OC1=NC=CC(=C1)[C@H](COC)NC(=O)NC1CC2(C1)CCC2)F |r| (±)-1-[1-(2-difluoromethoxy-pyridin-4-yl)-2-methoxy-ethyl]-3-spiro[3.3]hept-2-yl-urea